1-(9Z,12Z-octadecadienoyl)-2-(11Z-docosenoyl)-glycero-3-phosphocholine CCCCCCCCCC/C=C\CCCCCCCCCC(=O)O[C@H](COC(=O)CCCCCCC/C=C\C/C=C\CCCCC)COP(=O)([O-])OCC[N+](C)(C)C